O1N(CCC1)C=1N(OC(C1C(F)(F)F)=O)CCCCC1=CC=CC=C1 3-(2-isoxazolidinyl)-2-(4-phenylbutyl)-4-(trifluoromethyl)isoxazol-5-one